N-(2-(3-chloro-2-fluorophenylmethylamino)-2-oxoethyl)-2-(5-chloro-3-cyano-1H-indazol-1-yl)-N-cyclopropylacetamide ClC=1C(=C(C=CC1)CNC(CN(C(CN1N=C(C2=CC(=CC=C12)Cl)C#N)=O)C1CC1)=O)F